3-(5-(1-(6-(cyclopropylmethoxy)pyridin-2-yl)-1H-1,2,3-triazol-4-yl)-1-oxoisoindolin-2-yl)piperidine-2,6-dione C1(CC1)COC1=CC=CC(=N1)N1N=NC(=C1)C=1C=C2CN(C(C2=CC1)=O)C1C(NC(CC1)=O)=O